(Z)-5-decen-1-yl acetate C(C)(=O)OCCCC\C=C/CCCC